ClC1=CC2=C(C(OCC23CC3)CNC)S1 1-(2'-chloro-5'H,7'H-spiro[cyclopropane-1,4'-thieno[2,3-c]pyran]-7'-yl)-N-methylmethylamine